selenium pyruvate C(C(=O)C)(=O)[O-].[Se+2].C(C(=O)C)(=O)[O-]